OC1=C(C(=O)NC)C=C(C=C1)B1OC(C(O1)(C)C)(C)C 2-hydroxy-N-methyl-5-(4,4,5,5-tetramethyl-1,3,2-dioxaborolan-2-yl)benzamide